C(C=C)C1(C(=O)OC(CC1)C)CC=C α,α-diallyl-δ-caprolactone